5,6-dimethoxy-2-((E)-3-phenylallyl)-2,3-dihydro-1H-inden-1-one COC=1C=C2CC(C(C2=CC1OC)=O)C\C=C\C1=CC=CC=C1